(2S)-2-methyl-1-[(5-methyl-1,3,4-thiadiazol-2-yl)methyl]piperazine C[C@@H]1N(CCNC1)CC=1SC(=NN1)C